NC1=C(C(=NN1C(C)C)C(=O)NC=1C(=NC=C(C1)NC(CC1=CC=C(C=C1)Cl)=O)F)C(=O)NC 5-amino-N3-(5-(2-(4-chlorophenyl)acetamido)-2-fluoropyridin-3-yl)-1-isopropyl-N4-methyl-1H-pyrazole-3,4-dicarboxamide